O=C1NC(CCC1NC1=CC=C(C=C1)N1CCC(CC1)CC(=O)OCCCC)=O butyl 2-(1-(4-((2,6-dioxopiperidin-3-yl)amino)phenyl)piperidin-4-yl)acetate